CNC(=O)C1=CC=CC2=C1C=CC(=C2)OC3=C4C=C(C(=CC4=NC=C3)OCC5(CC5)[NH3+])OC The molecule is an organic cation obtained by protonation of the primary amino function of 6-({7-[(1-aminocyclopropyl)methoxy]-6-methoxyquinolin-4-yl}oxy)-N-methyl-1-naphthamide It is an organic cation and an ammonium ion derivative. It is a conjugate acid of an E-3810 free base.